NC1=C2C(=NC=N1)N(N=C2C=2C=NC(=C(C#N)C2)OC(C)C)[C@@H](C)C=2C=C1N(C(C2C2=CC(=CC=C2)F)=O)C(=CS1)C (S)-5-(4-amino-1-(1-(6-(3-fluorophenyl)-3-methyl-5-oxo-5H-thiazolo[3,2-a]pyridin-7-yl)ethyl)-1H-pyrazolo[3,4-d]pyrimidin-3-yl)-2-isopropoxynicotinonitrile